tert-butyl 1-(2-(1-(5-(2,6-dioxopiperidin-3-yl)pyridin-2-yl)piperidin-4-yl)acetyl)piperidine-4-carboxylate O=C1NC(CCC1C=1C=CC(=NC1)N1CCC(CC1)CC(=O)N1CCC(CC1)C(=O)OC(C)(C)C)=O